[Cl-].C(C)(C)C1=C(C(=CC=C1)C(C)C)[N+]1=CN2C(C=CC=C2C2=C(C=CC=C2)N(C)C)=C1 2-(2,6-diisopropylphenyl)-5-(2-(dimethylamino)phenyl)imidazo[1,5-a]pyridin-2-ium chloride